C1(CC1)N1N=C(N=C1[C@@H]1CC[C@H](CC1)O)C=1C=NC=C(C1)[C@](C1=CC=C(C=C1)C(C)C)(O)C1(CN(C1)C)C trans-4-(2-Cyclopropyl-5-{5-[(R)-(1,3-dimethyl-azetidin-3-yl)-hydroxy-(4-isopropyl-phenyl)-methyl]-pyridin-3-yl}-2H-[1,2,4]triazol-3-yl)-cyclohexanol